methyl (7S)-3-{2-[(3S)-3-carbamoylpyrrolidin-1-yl]ethyl}-7-methyl-2-[2-(2-oxo-1,2-dihydropyridin-1-yl)ethyl]-3H,6H,7H,8H,9H-imidazo[4,5-f]quinoline-6-carboxylate C(N)(=O)[C@@H]1CN(CC1)CCN1C(=NC2=C3CC[C@@H](N(C3=CC=C21)C(=O)OC)C)CCN2C(C=CC=C2)=O